OC[C@@H](C)NC1=CC(=CC(=N1)C1=CC=NC=C1)C=1C=C(C=CC1C)NC(=O)N1C[C@@H](CC1)CC(F)(F)F (3S)-N-[3-(6-[[(2R)-1-hydroxypropan-2-yl]amino]-[2,4'-bipyridin]-4-yl)-4-methylphenyl]-3-(2,2,2-trifluoroethyl)pyrrolidine-1-carboxamide